CCCCC/C=C\\C/C=C\\C/C=C\\C/C=C\\CCCCCCCCCCCCC[C@H](CC(=O)SCCNC(=O)CCNC(=O)[C@@H](C(C)(C)COP(=O)([O-])OP(=O)([O-])OC[C@@H]1[C@H]([C@H]([C@@H](O1)N2C=NC3=C(N=CN=C32)N)O)OP(=O)([O-])[O-])O)O The molecule is a 3-hydroxy fatty acyl-CoA(4-) obtained by deprotonation of the phosphate and diphosphate OH groups of (3R,17Z,20Z,23Z,26Z)-3-hydroxydotriacontatetraenoyl-CoA; major species at pH 7.3. It is a (R)-3-hydroxyacyl-CoA(4-), a 3-hydroxy fatty acyl-CoA(4-) and an 11,12-saturated fatty acyl-CoA(4-). It is a conjugate base of a (3R,17Z,20Z,23Z,26Z)-3-hydroxydotriacontatetraenoyl-CoA.